ClC=1C=NN(C(C1Cl)=O)CC(=O)NC1=CC(=C(C=C1)C)S(=O)(=O)N1CC(CCC1)CO 2-(4,5-dichloro-6-oxopyridazin-1(6H)-yl)-N-(3-((3-(hydroxymethyl)piperidin-1-yl)sulfonyl)-4-methylphenyl)acetamide